FC(COC1=C2C(=NC=C1)C(=C(N2)C2=CC(=NC=C2)NC(C(CC(F)F)C2=CC=C(C=C2)F)=O)C2=NC=CC=C2)F N-{4-[7-(2,2-difluoroethoxy)-3-(pyridin-2-yl)-1H-pyrrolo[3,2-b]pyridin-2-yl]pyridin-2-yl}-4,4-difluoro-2-(4-fluorophenyl)butanamide